C(C)(C)(C)[S@@](=O)NC1C=2C(=NC(=CC2)C)CC12CCN(CC2)C(=O)OC(C)(C)C tert-butyl 5-(((R)-tert-butylsulfinyl) amino)-2-methyl-5,7-dihydrospiro[cyclopenta[b]pyridine-6,4'-piperidine]-1'-carboxylate